C(C)(C)(C)[Si](OC1CCC(CC1)O)(C)C 4-[tertbutyl(dimethyl)silyl]oxycyclohexanol